carbazolyl-bichalcone C1(=CC=CC=2C3=CC=CC=C3NC12)C1=C(C(=CC=C1)\C=C\C(=O)C1=CC=CC=C1)C=1C(=CC=CC1)\C=C\C(=O)C1=CC=CC=C1